6-quinolinesulphonic acid N1=CC=CC2=CC(=CC=C12)S(=O)(=O)O